OC1C2(CC(C(C1)C2)CO)O dihydroxy-5-hydroxymethyl-norbornane